2-(2-methylphenoxymethyl)benzonitrile CC1=C(OCC2=C(C#N)C=CC=C2)C=CC=C1